C=C1CNC2=CC=CC=C12 3-methyleneindoline